C(C)(=O)OC1=C(C=CC=C1)C(NC=1SC(=CN1)[N+](=O)[O-])=O 2-(5-nitrothiazol-2-ylcarbamoyl)phenyl acetate